OC1=CC(=C2CN(CC2=C1)C(=O)OC(C)(C)C)N[C@@H]1COCC1 tert-Butyl (S)-6-hydroxy-4-((tetrahydrofuran-3-yl)amino)isoindoline-2-carboxylate